3-tetradecene-7-enediol C(CC=CCCC=CCCCCCC)(O)O